CC1(CCC(CC1)C1=CC=C(C=C1)NC1=CC2=C(N(C(O2)=O)C)C=C1)C 6-((4-(4,4-dimethylcyclohexyl)phenyl)amino)-3-methylbenzo[d]oxazol-2(3H)-one